NC(C(C(=O)O)C)C=CC(=CC(C(CC1=CC=CC=C1)OC)C)C 3-amino-9-methoxy-2,6,8-trimethyl-10-phenyldeca-4,6-dienoic acid